S1C(=NC2=C1C=C1CCCC1=C2)NC([C@@H](C)N2C[C@H](C(CC2)(F)F)C2=[N+](C=CC=C2)[O-])=O ((S)-1-((R)-1-((6,7-dihydro-5H-indeno[5,6-d]thiazol-2-yl)amino)-1-oxopropan-2-yl)-4,4-difluoropiperidin-3-yl)pyridine 1-oxide